O=C1NC(CCC1C1=NN(C2=CC=CC=C12)CC(=O)NCC1=NN(C=C1)C)=O 2-(3-(2,6-Dioxopiperidin-3-yl)-1H-indazol-1-yl)-N-((1-methyl-1H-pyrazol-3-yl)-methyl)acetamide